3-isopropyl-5-(trichloromethyl)-1,2,4-oxadiazole C(C)(C)C1=NOC(=N1)C(Cl)(Cl)Cl